Trimethylsilyl-1-hexadecanol C[Si](C)(C)C(CCCCCCCCCCCCCCC)O